(S)-2-(2-decanamido-3-(hexylamino)-3-oxopropyl)benzo[d]oxazole-5-carboxylic acid C(CCCCCCCCC)(=O)N[C@@H](CC=1OC2=C(N1)C=C(C=C2)C(=O)O)C(=O)NCCCCCC